Bis(4-maleimidophenyl) sulfone C1(C=CC(N1C1=CC=C(C=C1)S(=O)(=O)C1=CC=C(C=C1)N1C(C=CC1=O)=O)=O)=O